N-(2-(7-oxo-6,7-dihydro-1H-pyrrolo[2,3-c]pyridin-3-yl)phenyl)-4-(2-(piperidin-1-yl)ethoxy)benzamide O=C1NC=CC2=C1NC=C2C2=C(C=CC=C2)NC(C2=CC=C(C=C2)OCCN2CCCCC2)=O